C(C)C1(CC1)C(=O)N1C[C@H]2OC3=C([C@@H]1C2)C=NC=C3C#N (2S,5S)-4-(1-ethylcyclopropane-1-carbonyl)-2,3,4,5-tetrahydro-2,5-methanopyrido[3,4-f][1,4]oxazepine-9-carbonitrile